5-(1-(3-fluorophenyl)azetidin-3-yl)-2,3-dihydro-1H-inden-1-yl azetidine-3-carboxylate N1CC(C1)C(=O)OC1CCC2=CC(=CC=C12)C1CN(C1)C1=CC(=CC=C1)F